OC[C@H](C1=CC=CC=C1)NC1=CC(=NC=C1C1=NC(=NO1)C1=CC=NC=C1)NC=1N=CC2=C(N1)CNC2=O (S)-2-((4-((2-hydroxy-1-phenylethyl)amino)-5-(3-(pyridin-4-yl)-1,2,4-oxadiazol-5-yl)pyridin-2-yl)amino)-6,7-dihydro-5H-pyrrolo[3,4-d]pyrimidin-5-one